C(=C)C1=NC=CC2=C1C=CN2S(=O)(=O)C2=CC=C(C=C2)C 4-ethenyl-1-(4-methylbenzenesulfonyl)-1H-pyrrolo[3,2-c]pyridine